N-(5-bromo-2-methylphenyl)-N-methylpropionamide BrC=1C=CC(=C(C1)N(C(CC)=O)C)C